FC1(CCC(CC1)N(C(OC(C)(C)C)=O)CCCC1=C(C=CC=C1)O)F tert-butyl (4,4-difluorocyclohexyl)(3-(2-hydroxyphenyl)propyl)carbamate